(S)-4-Chloro-α-methylbenzylamine ClC1=CC=C([C@H](C)N)C=C1